COCCN1C(=NN=C1C1=CC=NC=C1)SC(C(=O)NC1=C(C2=C(S1)CCC2)C(=O)N)C 2-(2-{[4-(2-methoxyethyl)-5-(pyridin-4-yl)-4H-1,2,4-triazol-3-yl]sulfanyl}propanamido)-4H,5H,6H-cyclopenta[b]thiophene-3-carboxamide